[Br-].C(C)(C)(C)OC(C[N+](CCCNC(=O)OC(C)(C)C)(CCCC(=O)O)CCCNC(=O)OC(C)(C)C)=O N-(2-(tert-butoxy)-2-oxoethyl)-3-((tert-butoxycarbonyl)amino)-N-(3-((tert-butoxycarbonyl)amino)propyl)-N-(3-carboxypropyl)propan-1-aminium bromide